4-(Bis(t-Butoxycarbonyl)amino)-8-bromo-3-((t-butoxycarbonyl)(propyl)carbamoyl)-7-fluoroisoquinoline-2-oxide C(C)(C)(C)OC(=O)N(C1=C([N+](=CC2=C(C(=CC=C12)F)Br)[O-])C(N(CCC)C(=O)OC(C)(C)C)=O)C(=O)OC(C)(C)C